1-(4-amino-5-(3-chloro-1H-pyrrolo[2,3-b]pyridin-2-yl)-9,9-dimethyl-8,9-dihydropyrazino[1',2':1,5]pyrrolo[2,3-d]pyrimidin-7(6H)-yl)-2-hydroxyethan-1-one NC=1C2=C(N=CN1)N1C(=C2C2=C(C=3C(=NC=CC3)N2)Cl)CN(CC1(C)C)C(CO)=O